4-((2,4-dinitrophenyl)sulfonamido)-1-(tetrahydro-2H-pyran-2-yl)-1H-pyrazole-3-carboxamide [N+](=O)([O-])C1=C(C=CC(=C1)[N+](=O)[O-])S(=O)(=O)NC=1C(=NN(C1)C1OCCCC1)C(=O)N